C(CCCCCCC\C=C/C[C@H](O)CCCCCC)(=O)O cis-ricinoleic acid